BrC1=C(C(=CC=C1)O)C bromocresole